(2,3,5-trimethylcyclopentadienyl)zirconium CC=1C(C(=CC1C)C)[Zr]